α-Diazo-methylphenylacetic Amide [N+](=[N-])=C(C(=O)NC)C1=CC=CC=C1